NC=1C=C2C(=CN(C2=CC1)CC1=CC(=CC=C1)C(F)(F)F)C(=O)N 5-amino-1-(3-(trifluoro-methyl)benzyl)-1H-indole-3-carboxamide